C1(CCCCCC1)NC(COC1=CC=C2C=CC(=CC2=C1)C(CC(=O)O)C1=CC2=C(OCCO2)C=C1C)=O 3-(7-(2-(Cycloheptylamino)-2-oxoethoxy)naphthalen-2-yl)-3-(7-methyl-2,3-dihydrobenzo[b][1,4]dioxin-6-yl)propanoic acid